BrC1=CC2=C(CNCCN2CC)C=C1 8-bromo-1-ethyl-3,4-dihydro-1,4-benzodiazepine